2-Ethyl-4-methyl-1H-imidazole-1-sulfonyl fluoride C(C)C=1N(C=C(N1)C)S(=O)(=O)F